tert-butyl 2-(4-bromophenyl)-8-oxo-3,4,6,7,8,9-hexahydro-1,2a,5,7-tetraazabenzo[cd]azulene-5(5aH)-carboxylate BrC1=CC=C(C=C1)C1=NC=2CC(NCC3C2N1CCN3C(=O)OC(C)(C)C)=O